COC1=CC2=C(SC(=C2)C(CCC(=O)O)=O)C=C1OC 4-(5,6-Dimethoxybenzo[b]thiophen-2-yl)-4-oxobutanoic acid